5-(3-chlorophenyl)-N-(2-methylbenzyl)-7H-pyrrolo[2,3-d]pyrimidin-4-amine ClC=1C=C(C=CC1)C1=CNC=2N=CN=C(C21)NCC2=C(C=CC=C2)C